FC=1C(=NC=CC1)NC=1C=NC=2CCN(CC2C1)C1=C(C(=C(N=N1)C#N)C)C 6-[3-[(3-fluoro-2-pyridyl)amino]-7,8-dihydro-5H-1,6-naphthyridin-6-yl]-4,5-dimethyl-pyridazine-3-carbonitrile